OC1=C(C(=O)NCC(C(C(C(CO)O)O)O)O)C=C(C=C1CN1CCN(CCNCC1)CC1=C(C(=CC(=C1)C)C(NCC(C(C(C(CO)O)O)O)O)=O)O)C 2-hydroxy-3-{[4-({2-hydroxy-5-methyl-3-[(2,3,4,5,6-pentahydroxyhexyl)carbamoyl]phenyl}methyl)-1,4,7-triazacyclononan-1-yl]methyl}-5-methyl-N-(2,3,4,5,6-pentahydroxyhexyl)benzamide